(2-(4-methoxyphenyl)propan-2-yl)thiazol-2-amine COC1=CC=C(C=C1)C(C)(C)C=1N=C(SC1)N